CC1S(CCCC1)(=O)=O methyl-tetrahydro-2H-thiopyran 1,1-dioxide